C(#C)C=1C2=CC=CC=C2C=C2C=CC=C(C12)C1=CC=C(C=C1)C1=CC=CC2=CC3=CC=CC=C3C(=C12)C#C 1,4-bis(9'-ethynylanthracenyl)-benzene